IC=1C=C(C=C(C1OC)OC)C1=NC2=C(N1C1CC(CC1)C(NC)=O)C=C(C=C2)C(=O)NCCCN2CCN(CC2)C2=CC=CC=C2 2-(3-iodo-4,5-dimethoxyphenyl)-1-(3-(methylcarbamoyl)cyclopentyl)-N-(3-(4-phenylpiperazin-1-yl)propyl)-1H-benzo[d]imidazole-6-carboxamide